3-ethoxy-1-(pyrimidin-2-yl)-1H-pyrazole-4-carboxylic acid C(C)OC1=NN(C=C1C(=O)O)C1=NC=CC=N1